(R)-N-(1-cyclobutylpiperidin-3-yl)-2-(8-(methoxymethyl)-5-oxothieno[3',2':4,5]pyrrolo[1,2-d][1,2,4]triazin-6(5H)-yl)acetamide C1(CCC1)N1C[C@@H](CCC1)NC(CN1N=C(N2C(C1=O)=CC1=C2SC=C1)COC)=O